(S)-2-amino-N-benzylpropanamide N[C@H](C(=O)NCC1=CC=CC=C1)C